C(C1=CC=CC=C1)N(C1CCN(CC1)C(=O)N1CC(C2=NC(=CC=C21)C)(C)C)C (4-(benzyl(methyl)amino)piperidin-1-yl)(3,3,5-trimethyl-2,3-dihydro-1H-pyrrolo[3,2-b]pyridin-1-yl)methanone